benzyl (1S,5R)-2-azabicyclo[3.1.0]hexane-2-carboxylate [C@H]12N(CC[C@@H]2C1)C(=O)OCC1=CC=CC=C1